FC(C(=O)O)(F)F.CC1=NN2C(C=C(C=C2)NC(=O)N2CCC=3C2=NC=CC3N3CCNCC3)=C1 N-(2-methylpyrazolo[1,5-a]pyridin-5-yl)-4-(piperazin-1-yl)-2,3-dihydro-1H-pyrrolo[2,3-b]pyridine-1-carboxamide 2,2,2-trifluoroacetate